C[Si]1(CCC(CCC1)N)C 1,1-dimethyl-silacycloheptan-4-amine